2-(4-methylphenyl)-N-{3-sulfamoyl-4-[4-(trifluoromethyl)-2H-1,2,3-triazol-2-yl]phenyl}acetamide CC1=CC=C(C=C1)CC(=O)NC1=CC(=C(C=C1)N1N=CC(=N1)C(F)(F)F)S(N)(=O)=O